CC(CCNC1=C(C=C(C(=O)O)C=C1)S(N)(=O)=O)(C)C 4-(3,3-dimethylbutylamino)-3-sulfamoyl-benzoic acid